ethyl 8-bromo-7-methoxy-1-[(4-methoxyphenyl)methyl]-4,5-dihydrobenzo[g]indazole-3-carboxylate BrC1=CC2=C(CCC=3C(=NN(C23)CC2=CC=C(C=C2)OC)C(=O)OCC)C=C1OC